C[C@@H]1CNCCO1 (2R)-2-methylmorpholine